(+/-)-(1S,3S)-3-((6-(5-(((cyclopropyl(methyl)carbamoyl)oxy)methyl)-1-methyl-1H-pyrazol-4-yl)-2-fluoropyridin-3-yl)oxy)cyclohexane-1-carboxylic acid C1(CC1)N(C(=O)OCC1=C(C=NN1C)C1=CC=C(C(=N1)F)O[C@@H]1C[C@H](CCC1)C(=O)O)C |r|